(R)-2-(N-(4-amino-5-benzoyl-thiazol-2-yl)-4-methyl-anilino)propanamide NC=1N=C(SC1C(C1=CC=CC=C1)=O)N(C1=CC=C(C=C1)C)[C@@H](C(=O)N)C